O=S.[Ni].[Yb] ytterbium nickel oxysulfide